tert-butyl (1S,3R,4R)-rel-3-[(2,4-dinitrophenyl)sulfonylamino]-7-azabicyclo[2.2.1]heptane-7-carboxylate [N+](=O)([O-])C1=C(C=CC(=C1)[N+](=O)[O-])S(=O)(=O)N[C@@H]1C[C@@H]2CC[C@H]1N2C(=O)OC(C)(C)C |o1:16,18,21|